(1S,5S)-4-oxo-3-azabicyclo[3.1.0]hexane-1-carbaldehyde O=C1NC[C@@]2(C[C@H]12)C=O